F[C@@H]1C[C@@]2(CCCN2C1)COC1=NC2=C(C(=CC=C2C(=N1)N1[C@@H](COCC1)CC)C1=CC(=CC2=CC=C(C(=C12)C#C)F)O)F 4-(2-{[(2R,7aS)-2-fluoro-hexahydro-1H-pyrrolizin-7a-yl]methoxy}-4-[(3R)-3-ethylmorpholin-4-yl]-8-fluoroquinazolin-7-yl)-5-ethynyl-6-fluoronaphthalen-2-ol